CN1N=CC(=C1)S(=O)(=O)C1=CC=C(C=C1)NC(NCC=1C=NC=CC1)=O 3-[4-(1-methyl-1H-pyrazole-4-sulfonyl)phenyl]-1-(pyridin-3-ylmethyl)urea